C(C)(C)(C)OC(=O)N1N=C(C=C1)OC(C(=O)OCC)(C(=O)OCC)C diethyl 2-((1-(tert-butoxycarbonyl)-1H-pyrazol-3-yl)oxy)-2-methylmalonate